4-{8-Amino-3-[(6'S,8a'R)-3'-oxohexahydro-5'H-spiro[cyclopropan-1,1'-indolizin]-6'-yl]imidazo[1,5-a]pyrazin-1-yl}-3-ethoxy-N-[4-(trifluoromethyl)pyridin-2-yl]benzamid NC=1C=2N(C=CN1)C(=NC2C2=C(C=C(C(=O)NC1=NC=CC(=C1)C(F)(F)F)C=C2)OCC)[C@@H]2CN1C(CC3([C@H]1CC2)CC3)=O